FC=1C=C2C=3C(=NNC(C3C1)=O)C(C(N2)C2=CC=C(C=C2)F)N2N=CN=C2C 5-fluoro-8-(4-fluorophenyl)-9-(5-methyl-1H-1,2,4-triazol-1-yl)-8,9-dihydro-2H-pyrido[4,3,2-de]phthalazin-3(7H)-one